5-vinyl-2-norbornene C(=C)C1C2C=CC(C1)C2